C(C)(C)OC1=C(C=CC=C1)C#CC=1C=CC=C2C=NC(=NC12)NC1=CC(=C(C=C1)C)N N1-(8-((2-isopropoxyphenyl)ethynyl)quinazolin-2-yl)-4-methylbenzene-1,3-diamine